N-heptyl-N-octyl-toluidine C(CCCCCC)N(C=1C(=CC=CC1)C)CCCCCCCC